OC1(CC(C1)C(=O)N1CC2(C1)CC(C2)C2=CC=C1C(=N2)N(C=C1)C)C ((1s,3s)-3-hydroxy-3-methylcyclobutyl)(6-(1-methyl-1H-pyrrolo[2,3-b]pyridin-6-yl)-2-azaspiro[3.3]hept-2-yl)methanone